FC1=CC(=CC(=N1)N1C[C@H]([C@@H](C1)O)NC(OCC1=CC=CC=C1)=O)I Trans-benzyl [1-(6-fluoro-4-iodopyridin-2-yl)-4-hydroxypyrrolidin-3-yl]carbamate